N-[1-{1-Butyrylazetidin-3-yl}-3-(pyridine-2-yl)-1H-pyrazol-4-yl]-5-(1H-pyrazol-4-yl)furan-2-carboxamide, Formate Salt C(=O)O.C(CCC)(=O)N1CC(C1)N1N=C(C(=C1)NC(=O)C=1OC(=CC1)C=1C=NNC1)C1=NC=CC=C1